ClC1=C(C=CC=C1)C=1N=C(NC1)C1N(CCCC1)C(C(C)SC)=O 1-(2-(4-(2-chlorophenyl)-1H-imidazol-2-yl)piperidin-1-yl)-2-(methylsulfanyl)propan-1-one